C(C)(C)N1C(=NN2C(C1=O)=NC=C2C=2N=CN(C2)C(C2=CC=CC=C2)(C2=CC=CC=C2)C2=CC=CC=C2)C=2C=CC1=C(OCCN1C)C2 3-Isopropyl-2-(4-methyl-3,4-dihydro-2H-benzo[b][1,4]oxazin-7-yl)-7-(1-trityl-1H-imidazol-4-yl)imidazo[2,1-f][1,2,4]triazin-4(3H)-one